C1(=CC=C(CC1)C(=C)C)C 1,3,8-p-Menthatriene